C1(CCCCC1)NCCC=1C=CC=2N(C1)C=C(N2)CNC(=O)C=2N=C1N(C(C2)=O)C=CC=C1 N-({6-[2-(cyclohexylamino)ethyl]imidazo[1,2-a]pyridin-2-yl}methyl)-4-oxo-4H-pyrido[1,2-a]pyrimidine-2-carboxamide